ClC=1C=C2CCCC3(C2=CC1)OC1=C(O3)C=CC=C1C1=CC(=C(CC3=NC2=C(N3CCOC)C=C(C=C2)C(=O)O)C(=C1)F)F 2-(4-(6'-chloro-3',4'-dihydro-2'H-spiro[benzo[d][1,3]dioxole-2,1'-naphthalen]-4-yl)-2,6-difluorobenzyl)-1-(2-methoxyethyl)-1H-benzo[d]imidazole-6-carboxylic acid